(R)-2-((1-(2-(4-(4-chlorobenzoyl)piperazin-1-yl)-3,7-dimethyl-4-oxo-4H-pyrido[1,2-a]pyrimidin-9-yl)ethyl)amino)benzoic acid ClC1=CC=C(C(=O)N2CCN(CC2)C=2N=C3N(C(C2C)=O)C=C(C=C3[C@@H](C)NC3=C(C(=O)O)C=CC=C3)C)C=C1